2,4-diamino-3-hydroxybutyric acid NC(C(=O)O)C(CN)O